ClC1=C(C(=CC=C1)C=1CCN(CC1)C(C)C)NC(=O)N1CCC(CC1)(C)C1=NOC(=N1)C1CC1 N-{2-chloro-6-[1-(propan-2-yl)-1,2,3,6-tetrahydropyridin-4-yl]phenyl}-4-(5-cyclopropyl-1,2,4-oxadiazol-3-yl)-4-methylpiperidine-1-carboxamide